BrC1=NC=C(C=C1F)CN1[C@H]([C@@H](C1)CS(=O)(=O)C)C 2-bromo-3-fluoro-5-(((2S,3R)-2-methyl-3-((methylsulfonyl)methyl)azetidin-1-yl)methyl)pyridine